(S)- and (R)-1-(7-isopropyl-1H-indol-3-yl)-2-((4-methoxyphenethyl)amino)-2-phenylethan-1-one C(C)(C)C=1C=CC=C2C(=CNC12)C([C@H](C1=CC=CC=C1)NCCC1=CC=C(C=C1)OC)=O |r|